COC(=O)C1CCC(CC1)C=1SC2=C(N1)C=C(C(=C2)Br)OC 4-(6-bromo-5-methoxy-1,3-benzothiazol-2-yl)cyclohexanecarboxylic acid methyl ester